C1(CCC1)C1=C(NC=2N=C(N=C(C21)N)C2=C(C=CC=C2)F)C cyclobutyl-2-(2-fluorophenyl)-6-methyl-7H-pyrrolo[2,3-d]pyrimidin-4-amine